methyl 6-(1-(tert-butoxycarbonyl)-1,2,5,6-tetrahydropyridin-3-yl)-4-chloro-7-fluoro-1H-indole-2-carboxylate C(C)(C)(C)OC(=O)N1CC(=CCC1)C1=CC(=C2C=C(NC2=C1F)C(=O)OC)Cl